OC1=C(C=CC2=C(C=CC=C12)O)C=O 1,5-dihydroxynaphthalene-2-carbaldehyde